6-(4-cyclopropyl-6-methoxypyrimidin-5-yl)-1-(2-fluoro-4-(1-methyl-4-(trifluoromethyl)-1H-imidazol-2-yl)benzyl)-1H-pyrazolo[3,4-d]pyrimidine C1(CC1)C1=NC=NC(=C1C1=NC=C2C(=N1)N(N=C2)CC2=C(C=C(C=C2)C=2N(C=C(N2)C(F)(F)F)C)F)OC